The molecule is a diterpene alkaloid with formula C32H45NO10 that is isolated from several Aconitum species. It has a role as a plant metabolite and a phytotoxin. It is a benzoate ester, a bridged compound, a diterpene alkaloid, an organic heteropolycyclic compound, a polyether, a secondary alcohol, a tertiary alcohol, a tetrol and a tertiary amino compound. It derives from a hydride of an aconitane. CCN1C[C@@]2([C@@H](C[C@@H]([C@@]34[C@@H]2[C@H]([C@@H](C31)[C@@]5([C@@H]6[C@H]4C[C@@]([C@@H]6OC(=O)C7=CC=CC=C7)([C@H]([C@@H]5O)OC)O)O)OC)OC)O)COC